OC1=C(C=C(C=C1)C1=C(C=2CC3=CC=CC=C3C2C=C1)C1=CC(=C(C=C1)O)C1CCCCC1)C1CCCCC1 bis(4-hydroxy-3-cyclohexylphenyl)fluorene